1,4-bis{(3-ethyl-3-oxetanyl)methoxymethyl}benzene C(C)C1(COC1)COCC1=CC=C(C=C1)COCC1(COC1)CC